(4,6-dichloro-5-methylpyridin-3-yl)(2,4-difluoro-3-hydroxy-5-(trifluoromethyl)phenyl)methanone ClC1=C(C=NC(=C1C)Cl)C(=O)C1=C(C(=C(C(=C1)C(F)(F)F)F)O)F